NCC1CN(C1)C(=O)C1=C(SC2=NC=CC=C21)NC2=C(C=C(C=C2)I)F [3-(Aminomethyl)azetidin-1-yl]-{2-[(2-fluoro-4-iodophenyl)amino]thieno[2,3-b]pyridin-3-yl}-methanone